C(#N)[C@H](C[C@H]1C(NCC1)=O)NC([C@H](CC(C)C)NC(C(=O)NC1=C(C=CC=C1)F)=O)=O N1-((S)-1-(((S)-1-cyano-2-((S)-2-oxopyrrolidin-3-yl)ethyl)amino)-4-methyl-1-oxopentan-2-yl)-N2-(2-fluorophenyl)oxalamide